[Si](C)(C)(C(C)(C)C)OC1[C@H](O[C@H](C1OC)N1C(NC(C=C1)=O)=O)CONC(CCCCCCCCCCCCCCC)=O N-[[(2R,5R)-3-[tert-butyl(dimethyl)silyl]oxy-5-(2,4-dioxopyrimidin-1-yl)-4-methoxy-tetrahydrofuran-2-yl]methoxy]hexadecanamide